O[C@@H]1C[C@H](N(C1)C([C@H](C(C)(C)C)NC(CCCCCCCC(=O)O)=O)=O)C(NCC1=CC=C(C=C1)C1=C(N=CS1)C)=O 9-(((S)-1-((2S,4R)-4-hydroxy-2-((4-(4-methylthiazol-5-yl)benzyl)carbamoyl)-pyrrolidin-1-yl)-3,3-dimethyl-1-oxobutan-2-yl)amino)-9-oxononanoic acid